N1N=CC=2C1=NC=C(C2)CN2CCC1=CC=C(C=C21)C(=O)NC2=CC(=CC(=C2)C(F)(F)F)N2C=NC(=C2)C 1-((1H-Pyrazolo[3,4-b]pyridin-5-yl)methyl)-N-(3-(4-methyl-1H-imidazol-1-yl)-5-(trifluoromethyl)phenyl)indolin-6-carboxamid